4,4'-butylenebis(3-methyl-6-tertiary butylphenol) C(CCCC1=C(C=C(C(=C1)C(C)(C)C)O)C)C1=C(C=C(C(=C1)C(C)(C)C)O)C